C(C)(=O)O[C@H]([C@@H](CNC(CC1=CC=C(C=C1)C#C)=O)OC(C)=O)[C@@H]1O[C@](C[C@@H]([C@H]1NC(COC(C)=O)=O)OC(C)=O)(SC1=CC=C(C=C1)C)C(=O)OC (1R,2R)-1-((2R,3R,4S,6R)-4-acetoxy-3-(2-acetoxyacetamido)-6-(methoxycarbonyl)-6-(p-tolylthio)tetrahydro-2H-pyran-2-yl)-3-(2-(4-ethynylphenyl)acetamido)propane-1,2-diyl diacetate